C(C=C)[NH2+]CC=C diallylammonium